C(C)(=O)N1CC2=C(CC1)N(N=C2C2=C1CCN(CC1=CC=C2)C(=O)OC(C)(C)C)C2CCOCC2 tert-butyl 5-[5-acetyl-1-(oxan-4-yl)-4H,6H,7H-pyrazolo[4,3-c]pyridin-3-yl]-3,4-dihydro-1H-isoquinoline-2-carboxylate